CS(=O)(=O)C1CNC1 3-(methylsulfonyl)-azetidine